FC(C1CCN(CC1)C(=O)C=1C(=NC=CN1)N1CCN(CC1)C(C=C)=O)(F)F 1-(4-(3-(4-(trifluoromethyl)piperidine-1-carbonyl)pyrazin-2-yl)piperazin-1-yl)prop-2-en-1-one